3-(2,4-dimethylcyclohexylmethoxy)-1,2-propanediol CC1C(CCC(C1)C)COCC(CO)O